tert-butyl (2S,5S)-4-[[4-(3-cyanophenyl)-5-(2,6-dimethyl-4-pyridyl)thiazol-2-yl]carbamoyl]-2,5-dimethyl-piperazine-1-carboxylate C(#N)C=1C=C(C=CC1)C=1N=C(SC1C1=CC(=NC(=C1)C)C)NC(=O)N1C[C@@H](N(C[C@@H]1C)C(=O)OC(C)(C)C)C